COC(CCC1=CC=C(C=C1)C1=C(C(=NC=C1)C)C)=O 3-(4-(2,3-Dimethylpyridin-4-yl)phenyl)propanoic acid methyl ester